barium-zinc-strontium [Sr].[Zn].[Ba]